(S)-4-(4-acryloyl-3-(cyanomethyl)piperazin-1-yl)-6,7-dichloro-1-(2-isopropyl-4-methylpyridin-3-yl)-2-oxo-1,2-dihydro-1,8-naphthyridine-3-carbonitrile C(C=C)(=O)N1[C@H](CN(CC1)C1=C(C(N(C2=NC(=C(C=C12)Cl)Cl)C=1C(=NC=CC1C)C(C)C)=O)C#N)CC#N